2-(4-(2-(4-isopropyl-5-(8-methoxy-[1,2,4]triazolo[1,5-a]pyridin-6-yl)-1H-pyrazol-3-yl)thiazol-5-yl)piperidin-1-yl)acetamide C(C)(C)C=1C(=NNC1C=1C=C(C=2N(C1)N=CN2)OC)C=2SC(=CN2)C2CCN(CC2)CC(=O)N